1,3-dipalmitoyl-rac-glycero-2-phosphocholine C(CCCCCCCCCCCCCCC)(=O)OCC(OP(=O)([O-])OCC[N+](C)(C)C)COC(CCCCCCCCCCCCCCC)=O